1,5-dilithiopentane [Li]CCCCC[Li]